(2-amino-4,5,7,8-tetrahydrospiro[cyclohepta[b]thiophene-6,2'-[1,3]dioxolan]-3-yl)(2,6-difluorophenyl)methanone NC1=C(C2=C(S1)CCC1(OCCO1)CC2)C(=O)C2=C(C=CC=C2F)F